5,8-dimethoxy-[1,2,4]triazolo[1,5-c]pyrimidin COC1=NC=C(C=2N1N=CN2)OC